OC=1C=CC=2C3(C4=CC=C(C=C4OC2C1)O)OC(C1=CC(=CC=C13)N1C(C(CC1=O)SCC(C(=O)O)NC(CNC(CNC(CNC(CCC=O)=O)=O)=O)=O)=O)=O 2-(((1-(3',6'-dihydroxy-3-oxo-3H-spiro[isobenzofuran-1,9'-xanthene]-5-yl)-2,5-dioxopyrrolidin-3-yl)thio)methyl)-4,7,10,13,16-pentaoxo-3,6,9,12-tetraazahexadecanoic acid